trimethoxycarbonyl-phenylboronic acid COC(=O)C1=C(C(=C(C=C1)B(O)O)C(=O)OC)C(=O)OC